3-allylphthalide C(C=C)C1OC(=O)C2=CC=CC=C12